2-(4-Hydroxy-1H-indol-3-yl)-N,N,N-trimethylethane-1-aminium OC1=C2C(=CNC2=CC=C1)CC[N+](C)(C)C